2,2,2-trifluoroethyl-(propionitrile) FC(CC(C#N)C)(F)F